[Br-].C(CCC)[P+](C1=CC=CC=C1)(C1=CC=CC=C1)C1=CC=CC=C1 Butyl-triphenyl-phosphonium bromide